Dichloro(ethylenediamine) nickel (1R,3S)-3-(5-{6H,7H,8H-indeno[5,4-b]furan-7-amido}-2H-pyrazol-3-yl)cyclopentyl-N-isopropylcarbamate C=1C2=C(OC1)C=CC=1CC(CC12)C(=O)NC=1C=C(NN1)[C@@H]1C[C@@H](CC1)N(C([O-])=O)C(C)C.[Ni+2].ClNCCNCl.C=1C2=C(OC1)C=CC=1CC(CC12)C(=O)NC=1C=C(NN1)[C@@H]1C[C@@H](CC1)N(C([O-])=O)C(C)C